[Si](C1=CC=CC=C1)(C1=CC=CC=C1)(C(C)(C)C)O[C@H]1C[C@H](CC1)OC1=C(C=C(OC1=O)C(=O)OC)C1=NC=CC=C1OC methyl 5-{[cis-3-[(tert-butyldiphenylsilyl)oxy]cyclopentyl]oxy}-4-(3-methoxypyridin-2-yl)-6-oxopyran-2-carboxylate